COC(C1=NC(=CC(=C1)Cl)N1[C@@H](COCC1)C)=O (R)-4-chloro-6-(3-methylmorpholino)picolinic acid methyl ester